ClC1=C(C(=O)NC2=C3C=NN(C3=CC=C2)C2=CC=C(C=C2)OC(F)(F)F)C=C(C=C1)CNC(=O)C1(CC1)C(F)(F)F 2-Chloro-N-{1-[4-(trifluoromethoxy)phenyl]-1H-indazol-4-yl}-5-[({[1-(trifluoromethyl)cyclopropyl]carbonyl}Amino)methyl]benzamide